4-((4-cyclopropyl-2-(N-methylmethanesulfonamido)phenyl)amino)-N-ethoxy-6-((6-fluoro-5-methylpyridin-3-yl)amino)nicotinamide C1(CC1)C1=CC(=C(C=C1)NC1=CC(=NC=C1C(=O)NOCC)NC=1C=NC(=C(C1)C)F)N(S(=O)(=O)C)C